methyl 4-(4-((3-(2-ethynylthiazol-4-yl)ureido)methyl)phenyl)-1-methyl-1H-indazole-6-carboxylate C(#C)C=1SC=C(N1)NC(NCC1=CC=C(C=C1)C1=C2C=NN(C2=CC(=C1)C(=O)OC)C)=O